2,4-dichloro-N-(2-chloro-6-methylphenyl)pyrimidine-5-carboxamide ClC1=NC=C(C(=N1)Cl)C(=O)NC1=C(C=CC=C1C)Cl